2-methoxyimino-3-[(2-methylthiazol-5-yl)methyl]-4-oxo-1H-quinazoline-6-sulfonyl chloride CON=C1NC2=CC=C(C=C2C(N1CC1=CN=C(S1)C)=O)S(=O)(=O)Cl